3-(quinoxalin-2-yl)-3-(5-(2-(5,6,7,8-tetrahydro-1,8-naphthyridin-2-yl)ethyl)-1H-indazol-1-yl)propionic acid N1=C(C=NC2=CC=CC=C12)C(CC(=O)O)N1N=CC2=CC(=CC=C12)CCC1=NC=2NCCCC2C=C1